Methyl 4-(1-(O-((1-(trifluoromethyl)cyclopropyl)methyl)-L-threonyl)piperidin-4-yl)benzoate FC(C1(CC1)CO[C@@H]([C@H](N)C(=O)N1CCC(CC1)C1=CC=C(C(=O)OC)C=C1)C)(F)F